(S,E)-1-((1-((6-((2,4-Difluorobenzyl)oxy)-9H-purin-8-yl)methyl)-2-oxo-1,2-dihydropyridin-3-yl)amino)-7-(dimethylamino)-1,7-dioxohept-5-en-2-yl-dimethylcarbamat FC1=C(COC2=C3N=C(NC3=NC=N2)CN2C(C(=CC=C2)NC([C@@H](CC\C=C\C(=O)N(C)C)CN(C([O-])=O)C)=O)=O)C=CC(=C1)F